C(C)N1C=C(C(C2=C1N=NC(=C2)OC2CC1=CC=CC=C1C2)=O)C(=O)N2CC(OC(C2)(C)C)(C)C 8-Ethyl-3-indan-2-yloxy-6-(2,2,6,6-tetramethylmorpholine-4-carbonyl)-pyrido[2,3-c]pyridazin-5-one